CN1C(C(=C(C2=CC=C(C=C12)OC1COC1)N1CCC(CC1)C=1OC2=C(N1)C=C(C=C2)C)C(=O)N)=O 1-methyl-4-[4-(5-methyl-1,3-benzooxazol-2-yl)piperidin-1-yl]-7-[(oxetan-3-yl)oxy]-2-oxo-1,2-dihydroquinoline-3-carboxamide